(R)-2-((1-(6-methyl-2-(4-((4-methylpiperazin-1-yl)methyl)phenyl)-4-oxo-4H-chromen-8-yl)ethyl)amino)benzoic acid CC=1C=C2C(C=C(OC2=C(C1)[C@@H](C)NC1=C(C(=O)O)C=CC=C1)C1=CC=C(C=C1)CN1CCN(CC1)C)=O